(S)-N-(5-(2-(1-isopropylpyrrolidin-2-yl)acetamido)-2-methylpyridin-3-yl)-6-(1-(2-methoxyethyl)-1H-pyrazol-4-yl)pyrazolo[1,5-a]pyrazine-3-carboxamide C(C)(C)N1[C@@H](CCC1)CC(=O)NC=1C=C(C(=NC1)C)NC(=O)C=1C=NN2C1C=NC(=C2)C=2C=NN(C2)CCOC